N-cyclopentyl-6-(5-fluoro-2-((5-(piperazine-1-ylmethyl)pyridine-2-yl)amino)pyrimidine-4-yl)benzothiazole-2-amine hydrochloride Cl.C1(CCCC1)NC=1SC2=C(N1)C=CC(=C2)C2=NC(=NC=C2F)NC2=NC=C(C=C2)CN2CCNCC2